2-(7-azaspiro[3.5]non-2-yl)ethyl acetate C(C)(=O)OCCC1CC2(C1)CCNCC2